C(C)(C)(C)OC(=O)[C@H](CCC(NCCOCCOCC(NCCOCCOCC(=O)O)=O)=O)NC(CCCCCCCCCCCCCCCCC(OC(C)(C)C)=O)=O (S)-22-(tert-butoxycarbonyl)-43,43-dimethyl-10,19,24,41-tetraoxo-3,6,12,15,42-pentaoxa-9,18,23-triazatetratetracontan-1-oic acid